N=1C=NN2C1C=CC(=C2)CN(C(C(=O)OC)=O)C(C)C2=NC=CC=C2F methyl 2-(([1,2,4]triazolo[1,5-a]pyridin-6-ylmethyl)(1-(3-fluoropyridin-2-yl)ethyl)amino)-2-oxoacetate